2-((3-bromo-1-methyl-1H-pyrazol-4-yl)methyl)-6-chloroimidazo[1,2-a]pyridine BrC1=NN(C=C1CC=1N=C2N(C=C(C=C2)Cl)C1)C